1-[(2-fluorophenyl)methyl]-N-[(6S)-2-(2-methoxyethyl)-4-methyl-5-oxo-7,8-dihydro-6H-pyrazolo[1,5-a][1,3]diazepin-6-yl]-1,2,4-triazole-3-carboxamide FC1=C(C=CC=C1)CN1N=C(N=C1)C(=O)N[C@@H]1C(N(C=2N(CC1)N=C(C2)CCOC)C)=O